CC1=CCC[C@H]2[C@]1([C@H]([C@@H]([C@]3([C@@]2([C@H](C[C@]4(O3)CC(=O)OC4)OC(=O)C5=CN=CC=C5)C)C)O)O)C The molecule is a diterpene alkaloid of group of neo-clerodanes isolated from the whole plants of Scutellaria barbata and has been shown to exhibit neoplastic activity. It has a role as an antineoplastic agent and a plant metabolite. It is a diterpene alkaloid, an organic heterotetracyclic compound, an oxaspiro compound and a pyridine alkaloid.